BrC1=CC=C(C=C1)C(C=O)(C)C=1N=C(SC1)NC(=O)C1CC(C1)CO[Si](C1=CC=CC=C1)(C1=CC=CC=C1)C(C)(C)C (1R,3R)-N-(4-(2-(4-bromophenyl)-1-oxopropan-2-yl)thiazol-2-yl)-3-(((tert-butyldiphenylsilyl)oxy)methyl)cyclobutanecarboxamide